methyl (E)-3-(4-(((tert-butyldimethylsilyl)oxy)methyl)-3,5-dichloro-2-fluorophenyl)acrylate [Si](C)(C)(C(C)(C)C)OCC1=C(C(=C(C=C1Cl)/C=C/C(=O)OC)F)Cl